Cl.CC1=NC(=CC(=C1)C=1C=C(C=CC1)C=1N=C(SC1)NC(=O)[C@H]1NCC1)C (S)-N-(4-(3-(2,6-dimethylpyridin-4-yl)phenyl)thiazol-2-yl)azetidine-2-carboxamide hydrochloride